(1-(8-Bromo-[1,2,4]triazolo[4,3-c]pyrimidin-5-yl)-4-methylpiperidin-4-yl)carboxylic acid tert-butyl ester C(C)(C)(C)OC(=O)C1(CCN(CC1)C1=NC=C(C=2N1C=NN2)Br)C